2-((4-hydroxybenzyl)amino)-4-phenylbutanamide dihydrochloride Cl.Cl.OC1=CC=C(CNC(C(=O)N)CCC2=CC=CC=C2)C=C1